(1-(4-amino-2-fluorophenyl)azetidin-3-yl)methanol NC1=CC(=C(C=C1)N1CC(C1)CO)F